2-(3-Fluoro-2-nitrophenyl)-1,3-dioxolane FC=1C(=C(C=CC1)C1OCCO1)[N+](=O)[O-]